NC1=C(C=C(C(=O)N2CCC3(C[C@@H]3C#CC3=C4C(N(C(C4=CC=C3)=O)[C@@H](CCC(=O)[O-])C(N)=O)=O)CC2)C=C1)OC (4S)-4-(4-{2-[(1S)-6-(4-amino-3-methoxybenzoyl)-6-azaspiro[2.5]octan-1-yl]ethynyl}-1,3-dioxoisoindol-2-yl)-4-carbamoylbutanoate